6-chloro-N-[5-(5-fluoro-1H-benzimidazol-2-yl)-1-[(4-methoxyphenyl)-methyl]pyrazol-3-yl]pyridine-3-carboxamide ClC1=CC=C(C=N1)C(=O)NC1=NN(C(=C1)C1=NC2=C(N1)C=CC(=C2)F)CC2=CC=C(C=C2)OC